FC1=C(N)C=CC(=C1)C1=NC=CN=C1OC 2-fluoro-4-(3-methoxypyrazin-2-yl)aniline